(2S,4R)-4-(3-hydroxypropoxy)-N,N-dimethylpyrrolidine-2-carbothioamide hydrochloride Cl.OCCCO[C@@H]1C[C@H](NC1)C(N(C)C)=S